6-bromo-3-(2-chloro-5-(trifluoromethyl)pyrimidin-4-yl)-1H-indole BrC1=CC=C2C(=CNC2=C1)C1=NC(=NC=C1C(F)(F)F)Cl